FC=1C=C(CNC=2C=C(C=CC2)N2C(NC(CC2)=O)=O)C=CC1CN1CCCCC1 1-(3-((3-fluoro-4-(piperidin-1-ylmethyl)benzyl)amino)phenyl)dihydropyrimidine-2,4(1H,3H)-dione